C(C)(C)(C)C1=CC=C(C=N1)C=1C=C2SC[C@H](CN2C(C1C#N)=O)C (S)-8-(6-(tert-butyl)pyridin-3-yl)-3-methyl-6-oxo-3,4-dihydro-2H,6H-pyrido[2,1-b][1,3]thiazine-7-carbonitrile